2,5-bis((9Z,12Z)-octadeca-9,12-dien-1-yloxy)benzyl (3-(diethylamino)propyl) carbonate C(OCC1=C(C=CC(=C1)OCCCCCCCC\C=C/C\C=C/CCCCC)OCCCCCCCC\C=C/C\C=C/CCCCC)(OCCCN(CC)CC)=O